ethyl 2-({6-[(1,3-benzothiazol-2-yl)amino]-5-methylpyridazin-3-yl}(methyl)amino)-5-(3-iodopropyl)-1,3-thiazole-4-carboxylate S1C(=NC2=C1C=CC=C2)NC2=C(C=C(N=N2)N(C=2SC(=C(N2)C(=O)OCC)CCCI)C)C